(S)-1-(2-((S)-3-((7-chloroquinolin-4-yl)oxy)pyrrolidin-1-yl)acetyl)pyrrole ClC1=CC=C2C(=CC=NC2=C1)O[C@@H]1CN(CC1)CC(=O)N1C=CC=C1